isopropyl ((((2R,3S,4R,5S)-5-(4-aminopyrrolo[2,1-f][1,2,4]triazin-7-yl)-2-cyano-3,4-dihydroxytetrahydrofuran-2-yl)methoxy)(2-(methylsulfonyl)ethoxy)phosphoryl)-L-alaninate NC1=NC=NN2C1=CC=C2[C@H]2[C@@H]([C@@H]([C@@](O2)(C#N)COP(=O)(OCCS(=O)(=O)C)N[C@@H](C)C(=O)OC(C)C)O)O